N1(N=NN=C1)C[C@H](C)OC1=C(C#N)C=CC(=C1)C=1C=NC(=NC1)NC=1C(=NN(C1)C1CCC(CC1)N1CCOCC1)OCC1=NC=CC=N1 2-(((S)-1-(1H-tetrazol-1-yl)propan-2-yl)oxy)-4-(2-((1-((1r,4r)-4-morpholinocyclohexyl)-3-(pyrimidin-2-ylmethoxy)-1H-pyrazol-4-yl)amino)pyrimidin-5-yl)benzonitrile